(S,E)-7-(dimethylamino)-1-((1-((6-fluoro-7-(3,3,3-trifluoropropyl)-1H-pyrrolo[3,2-b]pyridin-2-yl)methyl)-2-oxo-1,2-dihydropyridin-3-yl)amino)-1,7-dioxohept-5-en-2-yl dimethylcarbamate CN(C(O[C@H](C(=O)NC=1C(N(C=CC1)CC1=CC2=NC=C(C(=C2N1)CCC(F)(F)F)F)=O)CC\C=C\C(=O)N(C)C)=O)C